6-Oxo-1-[4-(2-oxo-2H-pyridin-1-ylmethyl)-benzyl]-1,6-dihydro-pyridine-3-carboxylic acid (1-amino-isoquinolin-6-ylmethyl)-amide NC1=NC=CC2=CC(=CC=C12)CNC(=O)C1=CN(C(C=C1)=O)CC1=CC=C(C=C1)CN1C(C=CC=C1)=O